CN(C)CC1=CN(C2=CC(=CC=C12)F)C1=NC(=NC=C1)NC=1C(=CC(=C(C1)NC(C=C)=O)N1CCOCC1)OC N-(5-((4-(3-((dimethylamino)methyl)-6-fluoro-1H-indol-1-yl)pyrimidin-2-yl)amino)-4-methoxy-2-morpholinophenyl)acrylamide